2,4-dimethylhydroxybenzaldehyde CC1=C(C=O)C=CC(=C1O)C